2-(2-cyanoethyl)cycloheptanone C(#N)CCC1C(CCCCC1)=O